CNC[C@@H](O)C1=CC=CC=C1 |r| (S) and (R)-2-methylamino-1-phenylethanol